FC(OC1=CC=C(C=C1)N1C(C(=CC2=C1N=C(N=C2)OCC)C=2C=CC1=C(N(C(=N1)CCC#N)C)C2)=C=O)F 3-(6-(8-(4-(difluoromethoxy)phenyl)-2-ethoxy-7-carbonyl-7,8-dihydropyrido[2,3-d]pyrimidin-6-yl)-1-methyl-1H-benzo[d]imidazol-2-yl)propionitrile